FC(S(=O)(=O)OC1=NC=CC2=CN=CC=C12)(F)F 2,6-naphthyridin-1-yl trifluoromethanesulfonate